2-(bromomethyl)-5-chloropyridine BrCC1=NC=C(C=C1)Cl